C(C)(C)(C)OC(=O)N1CCC2(CC2CC1)C(=O)O 4-(tert-butoxycarbonyl)-4-azabicyclo[5.1.0]octane-1-carboxylic acid